CC([C@H](CC(=O)OC)NC(=O)C1=CC2=C(NC(N2C2=NC=C(C=C2)C(F)(F)F)=O)C=C1)C methyl (S)-4-methyl-3-(2-oxo-3-(5-(trifluoromethyl)pyridin-2-yl)-2,3-dihydro-1H-benzo[d]imidazole-5-carboxamido)pentanoate